C(CCCCCCCCCCCCCC)(=O)O pentadecylic acid